C(C1=CC=CC=C1)N(C(CC[C@H](NC([C@H](CC1CCCCC1)NC(=O)OCC1=CC(=CC=C1)Cl)=O)C(=O)OC)=O)C methyl N5-benzyl-N2-((S)-2-((((3-chlorobenzyl)oxy)carbonyl)amino)-3-cyclohexylpropanoyl)-N5-methyl-L-glutaminate